O1CCOC2=C1C=CC(=C2)[C@H]2N(C(C1=CC=CC=C1[C@@H]2C(=O)O)=O)C2=CC=1CCC(CC1C=C2)CO |r| (3S,4S) and (3R,4R)-3-(2,3-dihydro-1,4-benzodioxin-6-yl)-2-[6-(hydroxymethyl)-5,6,7,8-tetrahydronaphthalen-2-yl]-1-oxo-1,2,3,4-tetrahydroisoquinoline-4-carboxylic acid